BrC1=C2C=CN(C2=CC=C1)C(=O)C1=C(C(=C(C=O)C=C1Cl)OC)F 4-(4-bromo-1H-indole-1-carbonyl)-5-chloro-3-fluoro-2-methoxybenzaldehyde